[Si](C)(C)(C(C)(C)C)OC1CCC(CC1)N1N=CC(=C1)C=1N=C2N(N=C(C=C2)C)C1 (1-((1R,4R)-4-((tert-Butyldimethylsilyl)oxy)cyclohexyl)-1H-pyrazol-4-yl)-6-methylimidazo[1,2-b]pyridazine